CN1C(N(C=2C1=NC=C(C2)C=2SC(=CC2)C(F)(F)F)CC2=NC(=NO2)C)=O 3-methyl-1-[(3-methyl-1,2,4-oxadiazol-5-yl)methyl]-6-[5-(trifluoromethyl)-2-thienyl]imidazo[4,5-b]pyridin-2-one